ClC1=CC=C(C=C1)NC(C1=CC=CC=C1)=O N-(4-chlorophenyl)benzamide